BrC=1N=C(C=C2C1NC=C2)Cl 7-bromo-5-chloro-1H-pyrrolo[2,3-c]pyridine